7-chloro-8-fluoro-5-[[(2r,3r)-2-(hydroxymethyl)-3-piperidinyl]oxy]-2-methylsulfonyl-pyrido[4,3-d]pyrimidin-4-ol ClC1=C(C=2N=C(N=C(C2C(=N1)O[C@H]1[C@H](NCCC1)CO)O)S(=O)(=O)C)F